C(C)N(C(CC1=NSC(=N1)NC(=O)C1=C(OC(=C1)C1=CC(=CC=C1)C(F)(F)F)C)C)CC N-(3-(2-(diethylamino)propyl)-1,2,4-thiadiazol-5-yl)-2-methyl-5-(3-(trifluoromethyl)phenyl)furan-3-carboxamide